(3S,4R)-4-({7-[1-(2-methyl-1,3-dioxolan-2-yl)ethyl]pyrrolo[2,1-f][1,2,4]triazin-2-yl}amino)oxan-3-yl acetate C(C)(=O)O[C@@H]1COCC[C@H]1NC1=NN2C(C=N1)=CC=C2C(C)C2(OCCO2)C